The molecule is an acyl-CoA(4-) arising from deprotonation of the phosphate and diphosphate functions of (6Z)-hexadecenoyl-CoA. It is a conjugate base of a (6Z)-hexadecenoyl-CoA. CCCCCCCCC/C=C\\CCCCC(=O)SCCNC(=O)CCNC(=O)[C@@H](C(C)(C)COP(=O)([O-])OP(=O)([O-])OC[C@@H]1[C@H]([C@H]([C@@H](O1)N2C=NC3=C(N=CN=C32)N)O)OP(=O)([O-])[O-])O